O=C1N(CCC1)C1CCC(CC1)C(=O)NN 4-(2-oxopyrrolidin-1-yl)cyclohexanecarbohydrazide